9-Phenyl-3-[9-(4,4,5,5-tetramethyl-[1,3,2]dioxaborolan-2-yl)-dibenzofuran-2-yl]-9H-carbazol C1(=CC=CC=C1)N1C2=CC=CC=C2C=2C=C(C=CC12)C1=CC2=C(OC3=C2C(=CC=C3)B3OC(C(O3)(C)C)(C)C)C=C1